(4aS,13bR)-10-chloro-4-isobutyl-11-methoxy-1,2,3,4,4a,5,6,13b-octahydro-8H-[1,6]naphthyridino[5,6-b]quinazolin-8-one ClC=1C=C2C(N3C(=NC2=CC1OC)[C@@H]1CCCN([C@H]1CC3)CC(C)C)=O